NC(C(=O)O)CC(C(F)(F)F)OC 2-amino-5,5,5-trifluoro-4-methoxypentanoic acid